C(N)(=O)[C@H]1N2C(N([C@H](CC1)C2)OS(=O)(=O)OCC(C(=O)OCC)(CC)CC)=O ethyl 2-((((((1R,2S,5R)-2-carbamoyl-7-oxo-1,6-diazabicyclo[3.2.1]octan-6-yl)oxy)sulfonyl)oxy)methyl)-2-ethylbutanoate